BrC1=C(C=C(C=C1C(F)(F)F)NC1=NC=C(C(=N1)NC1CCCC1)Cl)CO [2-bromo-5-[[5-chloro-4-(cyclopentylamino)pyrimidin-2-yl]amino]-3-(trifluoromethyl)phenyl]methanol